(2R,3S,4S)-4-hydroxy-2-[(4-methoxyphenyl)methyl]pyrrolidin-3-yl 1-(oxan-4-ylmethyl)azetidine-3-carboxylate O1CCC(CC1)CN1CC(C1)C(=O)O[C@H]1[C@H](NC[C@@H]1O)CC1=CC=C(C=C1)OC